(S)-10-((5-chloro-2-(4-(hydroxymethyl)piperidin-1-yl)pyridin-4-yl)amino)-2-cyclopropyl-3,3-difluoro-7-methyl-1,2,3,4-tetrahydro-[1,4]-oxazepino[2,3-c]quinolin-6(7H)-one ClC=1C(=CC(=NC1)N1CCC(CC1)CO)NC1=CC=2C3=C(C(N(C2C=C1)C)=O)OCC([C@@H](N3)C3CC3)(F)F